Cl.FC1=CC(=C(CNC=2C=3N(C=C(C2)N)C(=C(N3)C)C)C(=C1)C)C N8-(4-fluoro-2,6-dimethylbenzyl)-2,3-dimethylimidazo[1,2-a]pyridine-6,8-diamine hydrochloride